ClC1=CC(=C(C=C1)N1CC2(CCN(C2)C2=C(N)C=CC=C2)CC1)F 2-(7-(4-chloro-2-fluorophenyl)-2,7-diazaspiro[4.4]nonan-2-yl)aniline